2-methyl-2-(5-methyl-2,4-dioxo-6-(1,2,4-thiadiazol-3-yl)-1,4-dihydrothieno[2,3-d]pyrimidin-3(2H)-yl)propionic acid tert-butyl ester C(C)(C)(C)OC(C(C)(N1C(NC2=C(C1=O)C(=C(S2)C2=NSC=N2)C)=O)C)=O